2-chloro-5-nitropyrazine ClC1=NC=C(N=C1)[N+](=O)[O-]